C(C)(C)(CC)C1=CC=C(C=C1)NC1CC(CC1)C(=O)N 3-((4-(tert-amyl)phenyl)amino)cyclopentane-1-carboxamide